C(C)(=O)NCCN(C(=O)C=1N=CC2=CC=CC=C2C1)C1CCN(CC1)S(=O)(=O)CCCC N-(2-acetamidoethyl)-N-(1-(butylsulfonyl)piperidin-4-yl)isoquinoline-3-carboxamide